N1=C(C=CC=C1)CO picolinol